(E,Z)-2,13-octadeca-dien-1-ol acetate C(C)(=O)OC\C=C\CCCCCCCCC\C=C/CCCC